(S)-4-(6-amino-5-cyanopyridin-2-yl)-N-(5-chloro-3-methyl-1H-pyrazol-4-yl)-5-fluoro-2-((1,1,1-trifluoropropan-2-yl)oxy)benzamide NC1=C(C=CC(=N1)C1=CC(=C(C(=O)NC=2C(=NNC2Cl)C)C=C1F)O[C@H](C(F)(F)F)C)C#N